4'-((1-(4-methoxybenzoyl)-3-(2,2,2-trifluoro-1-hydroxyethyl)pyrrolidin-3-yl)methoxy)-[1,1'-biphenyl]-4-carbonitrile COC1=CC=C(C(=O)N2CC(CC2)(C(C(F)(F)F)O)COC2=CC=C(C=C2)C2=CC=C(C=C2)C#N)C=C1